6-Fluoro-7-[(3S)-3-hydroxypyrrolidin-1-yl]-N-[(2R)-3-methylbutan-2-yl]-4-oxo-1-(2,4,6-tri-fluorophenyl)-1,4-dihydro-1,8-naphthyridine-3-carboxamide FC=1C=C2C(C(=CN(C2=NC1N1C[C@H](CC1)O)C1=C(C=C(C=C1F)F)F)C(=O)N[C@H](C)C(C)C)=O